1-isopropyl-3-methyl-N-((1-methyl-1H-pyrazol-4-yl)methyl)-5-(thiazol-2-yl)-1H-pyrazolo[4,3-b]Pyridin-7-amine C(C)(C)N1N=C(C2=NC(=CC(=C21)NCC=2C=NN(C2)C)C=2SC=CN2)C